N-benzyl-1,5,7-trimethyl-4-oxo-4,5-dihydro-1H-pyrrolo[3,2-c]pyridine-3-carboxamide C(C1=CC=CC=C1)NC(=O)C1=CN(C2=C1C(N(C=C2C)C)=O)C